2-[[(2S,3S,4S,5R)-3-(3,4-Difluoro-2-methoxy-phenyl)-4,5-dimethyl-5-(trifluoromethyl)tetrahydrofuran-2-carbonyl]amino]pyridin-4-carboxamid FC=1C(=C(C=CC1F)[C@H]1[C@H](O[C@]([C@H]1C)(C(F)(F)F)C)C(=O)NC1=NC=CC(=C1)C(=O)N)OC